ClC1=CC=C2CN3C(=NC=4C(=CC(=CC4C3=O)C)C(C)=NS(=O)C(C)(C)C)C2=C1 N-(1-(3-chloro-8-methyl-10-oxo-10,12-dihydroisoindolo[1,2-b]quinazolin-6-yl)ethylidene)-2-methylpropane-2-sulfinamide